CN(CCOCCN(CC(=O)O)C(=O)OCC1C2=CC=CC=C2C=2C=CC=CC12)C 2-[2-[2-(dimethylamino)ethoxy]ethyl-(9H-fluorene-9-yl-methoxycarbonyl)amino]acetic acid